N[C@@H]1[C@@H](N(CC1)C(=O)OC(C)(C)C)CC1=CC(=CC(=C1)F)Br Tert-Butyl cis-3-amino-2-(3-bromo-5-fluorobenzyl)pyrrolidine-1-carboxylate